C(C)C1=CN(C2=C1C=NC(=C2)NC(C)=O)C2=NC(=CC(=C2)C)C2(COCC2)OC N-(3-Ethyl-1-(6-(3-methoxytetrahydrofuran-3-yl)-4-methylpyridin-2-yl)-1H-pyrrolo[3,2-c]pyridin-6-yl)acetamide